C(CCCCC)OC(=O)CCCCC(CCCCCN)NCCCCC(=O)OCCCCCC 1,N1-bis((hexyloxycarbonyl)butyl)hexan-1,6-diamine